(2S,3R,4R,5S)-4-[[3-[2-(Difluoromethoxy)-4-fluorophenyl]-4,5-dimethyl-5-(trifluoromethyl)tetrahydrofuran-2-carbonyl]amino]-N-methyl-pyridin-2-carboxamid FC(OC1=C(C=CC(=C1)F)[C@@H]1[C@H](O[C@@]([C@@H]1C)(C(F)(F)F)C)C(=O)NC1=CC(=NC=C1)C(=O)NC)F